FC(C1CCN(CC1)C1=C(C(=O)NC=2C(N(C=CC2)N2CCC(CC2)(F)F)=O)C=CC(=C1)NS(=O)(=O)CCO)F 2-(4-(difluoromethyl)piperidin-1-yl)-N-(1-(4,4-difluoropiperidin-1-yl)-2-oxo-1,2-dihydropyridin-3-yl)-4-((2-hydroxyethyl)sulfonamido)benzamide